4-(4,5-dimethylthiophen-2-yl)-1,3-thiazol-2-amine CC=1C=C(SC1C)C=1N=C(SC1)N